C(C)(C)C1C(OS(O1)=O)C(=O)[O-] 5-isopropyl-1,3,2-dioxathiolane-4-carboxylate 2-oxide